[As](O)(=O)(C)C.[As](OC)(O)(O)=O methyl arsenate (Cacodylate)